C/C/1=C\CCC(=C)[C@@H]2CC([C@H]2CC1)(C)C (+)-β-caryophyllene